4-((2S,5R)-4-((S)-1-(3-Chlorophenyl)-2-methylpropyl)-2,5-dimethylpiperazin-1-yl)-2-methyl-1-(((S)-tetrahydrofuran-2-yl)methyl)-1H-[1,2,4]triazolo[3,4-b]purine ClC=1C=C(C=CC1)[C@H](C(C)C)N1C[C@@H](N(C[C@H]1C)C=1C=2N=C(N(C2N2C(N1)=NN=C2)C[C@H]2OCCC2)C)C